(R)-8-(6-amino-5-((2-aminopyrimidin-4-yl)thio)pyrazin-2-yl)-2-methylene-8-azaspiro[4.5]decan-1-amine NC1=C(N=CC(=N1)N1CCC2(CCC([C@H]2N)=C)CC1)SC1=NC(=NC=C1)N